(R)-5-chloro-N-(2,4-difluoro-3-(2-(2-hydroxy-1-phenylethylamino)quinazolin-6-yl)phenyl)-2-methoxypyridine-3-sulfonamide ClC=1C=C(C(=NC1)OC)S(=O)(=O)NC1=C(C(=C(C=C1)F)C=1C=C2C=NC(=NC2=CC1)N[C@@H](CO)C1=CC=CC=C1)F